C1=CC=CC=2C3=CC=CC=C3C(C12)COC(=O)N[C@@H](CC(=O)O)C(N1CC(C(C1)(F)F)(F)F)=O (3S)-3-(9H-fluoren-9-ylmethoxycarbonylamino)-4-oxo-4-(3,3,4,4-tetrafluoropyrrolidin-1-yl)butanoic acid